N-(4-morpholinylcarbonyl)-L-phenylalanyl-N-[1-(cyclohexylmethyl)-2-hydroxy-3-(1-methylethoxy)-3-oxopropyl]-S-methyl-L-cysteinamide N1(CCOCC1)C(=O)N[C@@H](CC1=CC=CC=C1)C(=O)N[C@@H](CSC)C(=O)NC(C(C(=O)OC(C)C)O)CC1CCCCC1